ClCSC=1SCC(N1)(C)C 2-((chloromethyl)thio)-4,4-dimethyl-4,5-dihydrothiazole